FC(C(=O)OC)(OC(C(OC(F)(F)F)(C(F)(F)F)F)(F)F)C(F)(F)F methyl perfluoro-2,5-dimethyl-3,6-dioxaheptanoate